NC1=C(N=C(N=N1)C1=C(C=CC=C1)O)N1CCN(CC1)C1=CC=CC(=N1)C(=O)OC methyl 6-(4-(6-amino-3-(2-hydroxyphenyl)-1,2,4-triazin-5-yl)piperazin-1-yl)picolinate